ClC1=CC=C2C(=CNC2=C1N1N=CC(=N1)C)S(=O)(=O)NC1=NC(=C(C(=N1)OC)OCC(F)F)OC 6-chloro-N-[5-(2,2-difluoroethoxy)-4,6-dimethoxy-pyrimidin-2-yl]-7-(4-methyltriazol-2-yl)-1H-indole-3-sulfonamide